FC(F)C(CC(COC1=C(C=CC=C1)CCC1=CC(=CC=C1)OC(F)(F)F)OCF)NC (difluoromethyl)-3-(fluoromethoxy)-N-methyl-4-(2-(3-(trifluoromethoxy)phenethyl)phenoxy)butan-1-amine